CC=1C(=CC=C2C(=CC(OC12)=O)N)OC(C(CC)Br)=O 8-methyl-4-amino-7-(2-bromobutyryloxy)coumarin